(1R,3S)-3-[3-({[4-(trifluoromethyl)pyridin-2-yl]acetyl}amino)-1H-pyrazol-5-yl]cyclopentyl(1-methylcyclopropyl)carbamate FC(C1=CC(=NC=C1)CC(=O)NC1=NNC(=C1)[C@@H]1C[C@@H](CC1)N(C([O-])=O)C1(CC1)C)(F)F